C1(N(C=CC2=CC=CC=C12)C=1C=2C=CN=CC2C=CC1)=O [2,5'-biisoquinolin]-1-one